ethyl 2-(bicyclo-[1.1.1]pentan-1-yl-amino)-4-(trifluoro-methyl)benzoate C12(CC(C1)C2)NC2=C(C(=O)OCC)C=CC(=C2)C(F)(F)F